N-[1-[[4-(trifluoromethyl)-2-pyridyl]-amino]-2,3-dihydro-1H-inden-5-yl]acrylamide TFA salt OC(=O)C(F)(F)F.FC(C1=CC(=NC=C1)NC1CCC2=CC(=CC=C12)NC(C=C)=O)(F)F